2,3,6,7,10,11-hexa(butyrylthio)triphenylene C(CCC)(=O)SC1=CC=2C3=CC(=C(C=C3C3=CC(=C(C=C3C2C=C1SC(CCC)=O)SC(CCC)=O)SC(CCC)=O)SC(CCC)=O)SC(CCC)=O